COC=1C=C(C=CC1NCC#CC=1N(C2=CC=CC(=C2C1)NC1CCOCC1)CC(F)(F)F)S(=O)(=O)N(C)CCOC 3-methoxy-N-(2-methoxyethyl)-N-methyl-4-[(3-{4-[(oxan-4-yl)amino]-1-(2,2,2-trifluoroethyl)-1H-indol-2-yl}prop-2-yn-1-yl)amino]benzene-1-sulfonamide